FC(C=1C=C(C=CC1)CC(=O)Cl)(F)F (3-(trifluoromethyl)phenyl)acetyl chloride